cyanoethoxydiisopropylaminophosphinyl-(S)-3-amino-1,2-propanediol C(#N)CCO[C@](C(CN)O)(O)P(=O)N(C(C)C)C(C)C